N-(3-methoxybenzoyl)piperazine-1-carboxamide COC=1C=C(C(=O)NC(=O)N2CCNCC2)C=CC1